[C-]#N.C(CCCCCC)[NH+]1C(CCC1)C 1-Heptyl-2-Methylpyrrolidinium cyanid